1-[(4S)-8-chlorochroman-4-yl]-3-[1-[4-[2,2,2-trifluoro-1-hydroxy-ethyl]phenyl]pyrazol-3-yl]urea ClC=1C=CC=C2[C@H](CCOC12)NC(=O)NC1=NN(C=C1)C1=CC=C(C=C1)C(C(F)(F)F)O